C(C)(C)(C)OC(=O)N1C(CCCC1)N1CC(C1)C1=CC=CC=2N(C(N(C21)C)=O)C2C(NC(CC2)=O)=O {3-[1-(2,6-Dioxopiperidin-3-yl)-3-methyl-2-oxo-1,3-benzodiazol-4-yl]azetidin-1-yl}piperidine-1-carboxylic acid tert-butyl ester